C(C)C=1C=NC(=NC1)N1CCC(CC1)CCCOC1=CC(=C(C=C1)CC(=O)N1CC(C1)CO)F 2-(4-(3-(1-(5-ethylpyrimidin-2-yl)piperidin-4-yl)propoxy)-2-fluorophenyl)-1-(3-(hydroxymethyl)azetidin-1-yl)ethan-1-one